5'-(2-chloro-5-fluoropyrimidin-4-yl)spiro[cyclopropane-1,1'-isoindole] ClC1=NC=C(C(=N1)C=1C=C2C=NC3(C2=CC1)CC3)F